3-thiophenyl alcohol S1C=C(C=C1)O